1,4-dibromo-2,3-difluorobenzene BrC1=C(C(=C(C=C1)Br)F)F